6-methylheptan-1,3,5-triol CC(C(CC(CCO)O)O)C